CC(CCOC1=CC=C(C=C1)N1N=CC(=CC1=O)C(=O)O)(C)C 1-(4-(3,3-dimethylbutoxy)phenyl)-6-oxo-1,6-dihydropyridazine-4-carboxylic acid